NC1=NC=C(C=N1)C=1C(=NC=CN1)NC1=CC=C(C=C1)C(F)(F)F 3-(2-aminopyrimidin-5-yl)-N-[4-(trifluoromethyl)phenyl]pyrazin-2-amine